C(C)OC1=C(C=CC=C1)C1=CC(=C(C=C1)C1CN(CC1)C(C1=NC=C(C=C1)F)=O)C=O 2'-ethoxy-4-(1-(5-fluoropicolinoyl)pyrrolidin-3-yl)biphenyl-3-carbaldehyde